7-amino-N-((1S,2R)-2-cyanocyclopentyl)-6-methyl-N-((5-(trifluoromethyl)-2-pyridinyl)methyl)-1,8-naphthyridine-3-carboxamide NC1=C(C=C2C=C(C=NC2=N1)C(=O)N(CC1=NC=C(C=C1)C(F)(F)F)[C@@H]1[C@@H](CCC1)C#N)C